CIS-2-METHYL-CYCLOPROPYL-BORONIC ACID C[C@@H]1[C@@H](C1)B(O)O